NC1(C(C)C=C(C(=C1)N)CCC)SC 2,4-diamino-2-methylthio-5-propyltoluene